CC(=CC=[Ru](Cl)Cl)C dimethylvinylmethylideneruthenium dichloride